OCCN(CCO)CC1=C(C(=NC=C1)NC=1C(=C(C=CC1)C1=C(C(=CC=C1)C1=NC(=C(C=O)C=C1)OC)Cl)Cl)F 6-(3'-((4-((bis(2-hydroxyethyl)amino)methyl)-3-fluoropyridin-2-yl)amino)-2,2'-dichloro-[1,1'-biphenyl]-3-yl)-2-methoxynicotinaldehyde